ClC1=CC=C(C=C1)C1=C(CCC(C1)(C)C)CN1CC2(CN(C2)C(=O)C=2C=C3CN(C(C3=CC2F)=O)C2C(NC(CC2)=O)=O)C1 3-(5-(6-((4'-chloro-5,5-dimethyl-3,4,5,6-tetrahydro-[1,1'-biphenyl]-2-yl)methyl)-2,6-diazaspiro[3.3]heptane-2-carbonyl)-6-fluoro-1-oxoisoindolin-2-yl)piperidine-2,6-dione